benzyl (R)-(1-(2-(4H-1,2,4-triazol-4-yl)quinolin-4-yl)ethyl)carbamate N=1N=CN(C1)C1=NC2=CC=CC=C2C(=C1)[C@@H](C)NC(OCC1=CC=CC=C1)=O